1,4-benzenedicarbohydroxamic acid C1(=CC=C(C=C1)C(=O)NO)C(=O)NO